2-(4-bromophenyl)-4-oxo-4-(p-tolyl)butanenitrile BrC1=CC=C(C=C1)C(C#N)CC(C1=CC=C(C=C1)C)=O